S1CCNC=C1 dihydro-2H-1,4-thiazine